FC=1C=C2C(=NNC2=CC1OCCOC)C1=CC(=NO1)C1=CC=C(C(=O)N2[C@H](CC2)C(C)(C)O)C=C1 2-[(2R)-1-(4-{5-[5-Fluoro-6-(2-methoxyethoxy)-1H-indazol-3-yl]-1,2-oxazol-3-yl}benzoyl)azetidin-2-yl]propan-2-ol